COC(C(CC#C)(C)C)=O 2,2-dimethylpent-4-ynoic acid methyl ester